6-methyl-5-(1-(thien-2-ylmethoxy)ethyl)indolizine-7-carboxylic acid CC1=C(N2C=CC=C2C=C1C(=O)O)C(C)OCC=1SC=CC1